methyl (S)-2-((4-(3-((4-cyano-2-methoxybenzyl) oxy) phenyl) piperidin-1-yl) methyl)-4-methoxy-1-(oxetan-2-ylmethyl)-1H-benzo[d]imidazole-6-carboxylate C(#N)C1=CC(=C(COC=2C=C(C=CC2)C2CCN(CC2)CC2=NC3=C(N2C[C@H]2OCC2)C=C(C=C3OC)C(=O)OC)C=C1)OC